BrC=1C=C2C=CC(N(C2=CC1)[C@@H]1CCO[C@]12O[C@@H]([C@@H]([C@@H]([C@H]2O)N2N=NC(=C2)C2=CC(=C(C(=C2)F)F)F)O)CO)=O 6-Bromo-N-((4R,5S,7R,8R,9S,10R)-8,10-dihydroxy-7-(hydroxymethyl)-9-(4-(3,4,5-Trifluorophenyl)-1H-1,2,3-triazol-1-yl)-1,6-dioxaspiro[4.5]decan-4-yl)-2-oxo-1,2-dihydroquinoline